C1(CC1)C1=C(C=C(C=C1)OC(F)(F)F)C1=NN=C(O1)C(=O)OCC ethyl 5-(2-cyclopropyl-5-(trifluoromethoxy) phenyl)-1,3,4-oxadiazole-2-carboxylate